hafnium diethoxide [O-]CC.[O-]CC.[Hf+2]